1-(4-bromo-3-methylphenyl)-3-(4-chlorobenzyl)pyrrolidin-2-one BrC1=C(C=C(C=C1)N1C(C(CC1)CC1=CC=C(C=C1)Cl)=O)C